tert-butyl N-[(1S)-2-[(1S,3S,5S)-3-cyano-2-azabicyclo[3.1.0]hexan-2-yl]-1-{3-[2-(methanesulfonyloxy)ethoxy]adamantan-1-yl}-2-oxoethyl]carbamate C(#N)[C@H]1N([C@H]2C[C@H]2C1)C([C@H](C12CC3(CC(CC(C1)C3)C2)OCCOS(=O)(=O)C)NC(OC(C)(C)C)=O)=O